CC1=C(C(=CC=C1)C)N1C(=NC2=C(C=C(C=C2C1=O)/C=C/C(=O)OCC)F)CC (E)-ethyl 3-(3-(2,6-dimethylphenyl)-2-ethyl-8-fluoro-4-oxo-3,4-dihydroquinazolin-6-yl)acrylate